methyl ((1R,3R)-3-(9-(1-(2-fluoroethyl)-1H-indazol-5-yl)-8-(1-methyl-1H-pyrazol-4-yl)-2-oxo-2,3,4,7-tetrahydro-1H-pyrrolo[3',2':5,6]pyrido[4,3-d]pyrimidin-1-yl)cyclopentyl)carbamate FCCN1N=CC2=CC(=CC=C12)C1=C(NC2=C1C=1N(C(NCC1C=N2)=O)[C@H]2C[C@@H](CC2)NC(OC)=O)C=2C=NN(C2)C